CN1C(C(C2=CC=CC=C12)=O)=O 1-methylindoline-2,3-dione